N-(4-(2-(methylamino)-2-oxoethyl)-1-phenyl-1H-imidazol-2-yl)-4-(1-((2-(trimethylsilyl)ethoxy)methyl)-1H-pyrazol-4-yl)benzamide CNC(CC=1N=C(N(C1)C1=CC=CC=C1)NC(C1=CC=C(C=C1)C=1C=NN(C1)COCC[Si](C)(C)C)=O)=O